C(C)(=O)N1[C@H](CN(CC1)C(C=C)=O)C1=CC(=NC(=C1)Cl)C1=CC(=NC(=C1)F)C(=O)NC (S)-4-(1-acetyl-4-acryloylpiperazin-2-yl)-6-chloro-6'-fluoro-N-methyl-[2,4'-bipyridine]-2'-carboxamide